C1(=CC(=CC=C1)C(=O)N)C M-toluamide